C(N)(=O)C1=CC(=C(OCC=2C3=C(SC2C(=O)OCC)C=CC=C3Cl)C(=C1)OC)OC Ethyl 3-((4-carbamoyl-2,6-dimethoxyphenoxy)methyl)-4-chlorobenzo[b]thiophene-2-carboxylate